NCCC=1C(N(C=CC1)CC)=O (2-aminoethyl)-1-ethylpyridin-2(1H)-one